2-(3-(3-((R)-fluoro(4-(trifluoromethyl)-1H-pyrazol-3-yl)methyl)oxetan-3-yl)phenyl)-6-(((S)-2-isopropyl-4-methylpiperazin-1-yl)methyl)-4-(trifluoromethyl)isoindolin-1-one F[C@H](C1(COC1)C=1C=C(C=CC1)N1C(C2=CC(=CC(=C2C1)C(F)(F)F)CN1[C@H](CN(CC1)C)C(C)C)=O)C1=NNC=C1C(F)(F)F